C(C)C(O)C=1N=C(SC1)C(C)C Ethyl-(2-isopropylthiazol-4-yl)methanol